C(C1=CC=CC=C1)OC1=C(C(=O)O)C=CC=C1.C(C1=CC=CC=C1)OC1=C(C(=O)O)C=CC=C1.C#C ethyne bis(benzyloxy benzoate)